2-(5-Bromopyrazin-2-yl)-2-cyanoacetic acid-2-methylpropan-2-yl ester CC(C)(C)OC(C(C#N)C1=NC=C(N=C1)Br)=O